F[C@@H]1C[C@@]2(CCCN2C1)COC1=NC2=CC(=C(C=C2C(=N1)N1CC2CCC(C1)N2C(=O)OC(C)(C)C)Cl)B(O)O 2-(((2R,7aS)-2-fluoro-hexahydropyrrolizin-7a-yl)methoxy)-4-(8-(tert-butoxycarbonyl)-3,8-diazabicyclo[3.2.1]octan-3-yl)-6-chloroquinazolin-7-ylboronic acid